[Cl-].S1C2=C(C=C1)C(=CC=C2)N2CC[N+](CC2)(CCCCOC2=CC=C1C=CC(NC1=C2)=O)COC(CCCCCCC)=O 4-(benzo[b]thiophen-4-yl)-1-(octanoyloxymethyl)-1-(4-(2-oxo-1,2-dihydroquinolin-7-yloxy)butyl)piperazin-1-ium chloride